C(C)(C)(C)OC(=O)NCC(C(=O)NC=1C=C(OC=2C=NN(C2)C(=O)[O-])C=CC1)C1=CC=CC=C1 4-(3-(((tert-butoxycarbonyl) amino)-2-phenylpropionamido) phenoxy)-1H-pyrazole-1-carboxylate